C(=O)O.C(C)N(CCCNC(=O)C1=CC2=C(N3C(S2)=NC(=C3)N3CCOCC3)C=C1)CC N-(3-(diethylamino)propyl)-2-morpholinobenzo[d]imidazo[2,1-b]thiazole-7-carboxamide formate